[Pt+2].[C@@H]1([C@@H](CCCC1)N)N (1R,2R)-(-)-1,2-cyclohexanediamine platinum(II)